[(5-methylfuran-2-yl)methyl]-3-{[6-(2-phenylethyl)pyridazin-3-yl]amino}benzamide CC1=CC=C(O1)CC1=C(C(=O)N)C=CC=C1NC=1N=NC(=CC1)CCC1=CC=CC=C1